1-cyano-5-methyl-N-(5-phenyl-1H-pyrazol-3-yl)pyrrolidine-3-carboxamide C(#N)N1CC(CC1C)C(=O)NC1=NNC(=C1)C1=CC=CC=C1